CC=1C=C(C=CC1O)C1=CC=C(CC1)C1=CC=C(C=C1)O 1-(3-methyl-4-hydroxyphenyl)-4-(4-hydroxyphenyl)-1,3-cyclohexadiene